7-isopropylspiro[chromeno[4,3-d]thiazole-4,3'-oxetan]-2-amine C(C)(C)C=1C=CC2=C(C1)OC1(COC1)C1=C2N=C(S1)N